(S)-(4-(5,7-difluorobenzo[d]oxazol-2-yl)-6,7-dihydro-1H-imidazo[4,5-c]pyridin-5(4H)-yl)(oxazol-5-yl)methanone FC=1C=C(C2=C(N=C(O2)[C@H]2N(CCC3=C2N=CN3)C(=O)C3=CN=CO3)C1)F